C1(=CC=CC=C1)C(=NC#N)NC1=C(C=CC=C1Cl)Cl phenyl-N'-cyano-N-(2,6-dichlorophenyl)-formamidine